BrC1=C(C(=NC=C1)NC1=CC(CC(C1)(C)C)=O)C(=C)C1=CC=CC=C1 3-[[4-bromo-3-(1-phenylvinyl)-2-pyridyl]amino]-5,5-dimethyl-cyclohex-2-en-1-one